para-fluorobenzoic acid FC1=CC=C(C(=O)O)C=C1